1-[6-[4-(3-Chloro-2-fluoro-anilino)quinazolin-6-yl]-1,6-diazaspiro[3.3]heptan-1-yl]prop-2-en-1-one ClC=1C(=C(NC2=NC=NC3=CC=C(C=C23)N2CC3(CCN3C(C=C)=O)C2)C=CC1)F